S(=O)(=O)(O)O.C(CCCCCCCCCCCCCCCCCCC)OCCCCCCCCCCCCCCCCCCCC arachidyl ether sulfate